Ethyl 3-(4-fluorophenyl)propionate FC1=CC=C(C=C1)CCC(=O)OCC